tert-butyl (3-((3-(4-chlorobenzoyl)-4,5-dimethylthiophen-2-yl)amino)-1,1,1-trifluoro-3-oxopropan-2-yl)carbamate ClC1=CC=C(C(=O)C2=C(SC(=C2C)C)NC(C(C(F)(F)F)NC(OC(C)(C)C)=O)=O)C=C1